C1(CC1)C(=O)NC1=CC(=C(N=N1)C(=O)NC([2H])([2H])[2H])NC1=NC=CC(=C1OC)C=1C=NN(C1)C(F)F 6-cyclopropanecarboxamido-4-({4-[1-(difluoromethyl)-1H-pyrazol-4-yl]-3-methoxypyridin-2-yl}amino)-N-(2H3)methylpyridazine-3-carboxamide